(8-chloro-3-cyano-4-(neopentylamino)quinolin-6-yl)carbamate ClC=1C=C(C=C2C(=C(C=NC12)C#N)NCC(C)(C)C)NC([O-])=O